N-(3'-bromo-2-fluoro-4'-methoxy-[1,1'-biphenyl]-4-yl)-4-ethoxy-1-(4-fluorophenyl)-2-oxo-1,2-dihydropyridine-3-carboxamide BrC=1C=C(C=CC1OC)C1=C(C=C(C=C1)NC(=O)C=1C(N(C=CC1OCC)C1=CC=C(C=C1)F)=O)F